C1(CC1)S(=O)(=O)NC=1SC=C(N1)C(C(=O)NC1=CC=C(C=N1)C=1C=NC=C(C1)F)(C)C 2-(2-(cyclopropanesulfonylamino)thiazol-4-yl)-N-(5'-fluoro-[3,3'-bipyridin]-6-yl)-2-methylpropanamide